(Z)-1-(1-(2-(2-propoxyethoxy)ethoxy)prop-1-en-2-yl)-3-(3-(2-(2-propoxyethoxy)ethoxy)prop-1-en-2-yl)benzene C(CC)OCCOCCO\C=C(\C)/C1=CC(=CC=C1)C(=C)COCCOCCOCCC